triacetyl-5-chloro-2-thiophenesulfonamide C(C)(=O)NS(=O)(=O)C=1SC(=C(C1C(C)=O)C(C)=O)Cl